6-[4-[cis-5-methyl-2,3,3a,4,6,6a-hexahydropyrrolo[2,3-c]pyrrol-1-yl]-6-fluoro-5-methoxy-8-(methylamino)-9H-pyrido[2,3-b]indol-3-yl]-1-methyl-4-oxo-1,8-naphthyridine-3-carboxylic acid CN1C[C@@H]2[C@H](C1)CCN2C2=C(C=NC=1NC3=C(C=C(C(=C3C12)OC)F)NC)C=1C=C2C(C(=CN(C2=NC1)C)C(=O)O)=O